ClC1=NN=C(C2=CC(=CC=C12)C(F)(F)F)Cl 1,4-dichloro-6-(trifluoromethyl)phthalazine